C(C)(C)(C)OC(=O)C=1C=CC2=C(N(C(=N2)CC2=C(C=C(C(=C2)F)C2=NC(=CC=C2)OCC2=CC=CC=C2)F)CCOC)C1F.BrC1=CC=C(C=C1)S(=O)(=O)C1=CC=CC=C1 1-bromo-4-(phenylsulfonyl)benzene Tert-butyl-2-(4-(6-(benzyloxy)pyridin-2-yl)-2,5-difluorobenzyl)-7-fluoro-1-(2-methoxyethyl)-1H-benzo[d]imidazole-6-carboxylate